1-(5-(3-fluoro-4-methylphenyl)-4,5-dihydro-1H-pyrazol-1-yl)-2,2-dimethylpropan-1-one FC=1C=C(C=CC1C)C1CC=NN1C(C(C)(C)C)=O